CN(C1=CC=C(C=C1)C1NC(NC(=C1C(=O)OC(C)C)C)=S)C isopropyl 4-(4-(dimethylamino)phenyl)-6-methyl-2-thioxo-1,2,3,4-tetrahydropyrimidine-5-carboxylate